(2-amino-3,5-dibromobenzyl)-3-methyl-adamantan-1-amine NC1=C(CC2C3(CC4CC(CC2(C4)C)C3)N)C=C(C=C1Br)Br